2,2',7,7'-tetra(N,N-di-tolyl)amino-9,9-spirobifluorene C1(=C(C=CC=C1)N(C1=C(C=CC=C1)C)C1=CC=2C3(C4=CC(=CC=C4C2C=C1)N(C1=C(C=CC=C1)C)C1=C(C=CC=C1)C)C1=CC(=CC=C1C=1C=CC(=CC13)N(C1=C(C=CC=C1)C)C1=C(C=CC=C1)C)N(C1=C(C=CC=C1)C)C1=C(C=CC=C1)C)C